2,6-dibenzyloxy-3-[4-[(4S)-3,3-difluoro-4-[4-(4,4,5,5-tetramethyl-1,3,2-dioxaborolan-2-yl)phenyl]-1-piperidyl]-3-fluoro-phenyl]pyridine C(C1=CC=CC=C1)OC1=NC(=CC=C1C1=CC(=C(C=C1)N1CC([C@@H](CC1)C1=CC=C(C=C1)B1OC(C(O1)(C)C)(C)C)(F)F)F)OCC1=CC=CC=C1